5-chloro-N-(1-methyl-1H-pyrazol-5-yl)-4-(3'-(1-(trifluoromethyl)cyclobutyl)-5'H,7'H-spiro[cyclobutane-1,6'-pyrrolo[1,2-a][1,2,4]triazolo[3,4-c][1,4]diazepin]-10'-yl)pyridin-2-amine ClC=1C(=CC(=NC1)NC1=CC=NN1C)C=1C=C2N(CC3(CN4C2=NN=C4C4(CCC4)C(F)(F)F)CCC3)C1